C(C)(CC)C1N(CC2=C(NC1=O)C=NC=C2)C(=O)N2CC(C2)O 3-(sec-butyl)-4-(3-hydroxyazetidine-1-carbonyl)-1,3,4,5-tetrahydro-2H-pyrido[3,4-e][1,4]diazepin-2-one